[SiH](=O)[O-] Silanate